S(=O)(=O)(O)S(=O)O.C1(=CC=CC=C1)C(C)C cumene-metabisulphite